N-(2-chloro-4-fluorophenyl)-4-{3-(cyanomethyl)-3-[4-(7H-pyrrolo[2,3-d]pyrimidin-4-yl)-1H-pyrazol-1-yl]azetidin-1-yl}piperidine-1-carboxamide ClC1=C(C=CC(=C1)F)NC(=O)N1CCC(CC1)N1CC(C1)(N1N=CC(=C1)C=1C2=C(N=CN1)NC=C2)CC#N